C(C)OC(=O)C=1C(=NC(=NC1C)SC)C(C(=O)OC(C)(C)C)C(=O)OCC 1-(tert-butyl) 3-ethyl 2-(5-(ethoxycarbonyl)-6-methyl-2-(methylthio)pyrimidin-4-yl)malonate